C[Si]1(OC(CSC1)=O)C 2,2-dimethyl-1-oxa-4-thia-2-silacyclohexan-6-one